COC(=O)C1=NC=C(C=C1SCC)C(C(=O)OCC)C#N.NC=1N=C(SC1C(=O)C1=CC(=NO1)CN1CCCCC1)N(C1=CC=C(C=C1)F)C(C(=O)N)C (N-[4-amino-5-[3-(1-piperidinylmethyl)isoxazole-5-carbonyl]thiazol-2-yl]-4-fluoro-anilino)propanamide Methyl-5-(1-cyano-2-ethoxy-2-oxo-ethyl)-3-ethylsulfanyl-pyridine-2-carboxylate